FC(OC=1C(=NN(C1)C)I)F (difluoromethoxy)-3-iodo-1-methyl-1H-pyrazole